OCC1C(C1)C(N1N=C2C=C(C=CC2=C1)C#N)C1=C2C=CNC2=C(C=C1OC)C 2-((2-(hydroxymethyl)cyclopropyl)(5-methoxy-7-methyl-1H-indol-4-yl)-methyl)-2H-indazole-6-carbonitrile